BrC=1C(=C(C(=CC1)Cl)C(C)=O)F 1-(3-bromo-6-chloro-2-fluorophenyl)ethan-1-one